CN(CCN(C1=C(C=C(C=C1)NC=1N=C(C2=C(N1)NC=C2)C2=CN(C1=CC=CC=C21)C)NC(C=C)=O)CC)C N-(2-((2-(dimethylamino)ethyl)(ethyl)amino)-5-((4-(1-methyl-1H-indol-3-yl)-7H-pyrrolo[2,3-d]pyrimidin-2-yl)amino)phenyl)acrylamide